8-bromo-3-(3-(trifluoromethoxy)benzyl)quinolin BrC=1C=CC=C2C=C(C=NC12)CC1=CC(=CC=C1)OC(F)(F)F